(2,4,6-trimethylbenzyl)trimethylammonium chloride [Cl-].CC1=C(C[N+](C)(C)C)C(=CC(=C1)C)C